CC=1C=C(C=CC1)\N=C\C1=C(C=CC(=C1)[N+](=O)[O-])O 2-{(E)-[(3-methylphenyl)imino]methyl}-4-nitrophenol